butyl 2-(butoxysulfonyl)-acetate C(CCC)OS(=O)(=O)CC(=O)OCCCC